3-nitropropylene [N+](=O)([O-])CC=C